ClC1=C(C=C(C=C1)F)[C@H]1NC(C2=C3C(=CC(=C12)NC(=O)C1=NSC2=C1C=CC=C2)OCO3)=O (S)-N-(6-(2-chloro-5-fluorophenyl)-8-oxo-7,8-dihydro-6H-[1,3]dioxolo[4,5-e]isoindol-5-yl)benzo[d]isothiazole-3-carboxamide